ClC=1C(=C2C=CNC(C2=C(N1)OC(C(F)(F)F)C)=O)F 6-Chloro-5-fluoro-8-((1,1,1-trifluoropropan-2-yl)oxy)-2,7-naphthyridin-1(2H)-one